FC(C1=NC(=CC=C1OC[C@](CC(C)C)(N)C)C1=NC(=NC=C1)C)F (S)-1-((2-(difluoromethyl)-6-(2-methylpyrimidin-4-yl)pyridin-3-yl)oxy)-2,4-dimethylpentan-2-amine